(trimethoxysilylpropyl)-octadecyl-diethyl-ammonium chloride [Cl-].CO[Si](OC)(OC)CCC[N+](CC)(CC)CCCCCCCCCCCCCCCCCC